CC=1C(=C(C=CC1)O)C1=C2C(=C(N=N1)N[C@H]1CN(CCC1)C)C=NC=C2 3-methyl-2-(4-{[(3R)-1-methylpiperidin-3-yl]amino}pyrido[3,4-d]pyridazin-1-yl)phenol